BrC1=CC=2C(C3=CC(=CC=C3C2C=C1)Br)(C1=CC=C(C=C1)SC)C1=CC=C(C=C1)SC 2,7-dibromo-9,9-bis(4-methylthiophenyl)fluorene